tert-Butyl ((1R,4s)-4-(2-(((S)-2-hydroxy-2-(6-(trifluoromethyl)pyridin-2-yl)ethyl)amino)-2-methylpropyl)cyclohexyl)carbamate O[C@@H](CNC(CC1CCC(CC1)NC(OC(C)(C)C)=O)(C)C)C1=NC(=CC=C1)C(F)(F)F